COC1([C@@](O[C@@H]([C@H]1O)CO)(N1C=NC=2C(=O)NC(NCCCCCCNC(C(F)(F)F)=O)=NC12)C(C1=CC=CC=C1)(C1=CC=CC=C1)C1=CC=CC=C1)OC Dimethoxytrityl-N2-[6-(trifluoroacetamido)-hex-1-yl]-2'-deoxyguanosine